methyl 5-aminobenzimidazole-2-carbamate NC1=CC2=C(N=C(N2)NC(=O)OC)C=C1